N1N=C(C=C1)NC=O N-(1H-pyrazol-3-yl)carboxamide